tert-butyl ((2R,4S,5R)-2-((S)-1-(4-fluorophenyl)-1,2,3,4-tetrahydroisoquinoline-2-carbonyl)-5-(((R)-1,1,1-trifluoro-3-hydroxypropan-2-yl)oxy)tetrahydro-2H-pyran-4-yl)carbamate FC1=CC=C(C=C1)[C@@H]1N(CCC2=CC=CC=C12)C(=O)[C@@H]1OC[C@@H]([C@H](C1)NC(OC(C)(C)C)=O)O[C@@H](C(F)(F)F)CO